[[(3aS,7aS)-3a-(3,4-dimethoxyphenyl)-1-methyl-3,4,5,7a-tetrahydro-2H-indol-6-yl]oxy-hydroxy-phosphoryl]oxymethyl isopropyl carbonate C(OCOP(=O)(O)OC=1CC[C@]2(CCN([C@H]2C1)C)C1=CC(=C(C=C1)OC)OC)(OC(C)C)=O